methylethyl oleate C(CCCCCCC\C=C/CCCCCCCC)(=O)OC(C)C